[1,5]oxazolidine O1CCCN1